(E)-N-((dimethylamino)methylene)-5-(5-(2-methylmorpholine-4-carbonyl)-1H-pyrrolo[2,3-b]pyridin-1-yl)picolinamide CN(C)\C=N\C(C1=NC=C(C=C1)N1C=CC=2C1=NC=C(C2)C(=O)N2CC(OCC2)C)=O